2-amino-6-(2-hydroxy-4,6-dimethyl-phenyl)pyridine-3-carbaldehyde NC1=NC(=CC=C1C=O)C1=C(C=C(C=C1C)C)O